N-(4-((6,7-Dimethoxyquinolin-4-yl)oxy)phenyl)-4-methyl-6-oxo-1-(p-tolyl)-1,6-dihydropyridazine-3-carboxamide COC=1C=C2C(=CC=NC2=CC1OC)OC1=CC=C(C=C1)NC(=O)C1=NN(C(C=C1C)=O)C1=CC=C(C=C1)C